OC(CCC)C1=CC(=C(C=N1)C1=NC=C2C=C(N=CC2=C1)NC([C@H](C)OC)=O)C (2S)-N-(7-{6-[1-hydroxybutyl]-4-methylpyridin-3-yl}-2,6-naphthyridin-3-yl)-2-methoxypropanamide